2-dimethoxypentyl-1,3-dimethoxypropane COC(CCCCC(COC)COC)OC